(R)-5-chloro-N-(1-(2-chloro-4-methylphenyl)ethyl)pyrazolo[1,5-a]pyrimidin-7-amine ClC1=NC=2N(C(=C1)N[C@H](C)C1=C(C=C(C=C1)C)Cl)N=CC2